C1(CCC1)[C@H](C)C=1N(C(=CC1)C)C1=CC=C(C#N)C=C1 (S)-4-(2-(1-cyclobutylethyl)-5-methyl-1H-pyrrol-1-yl)benzonitrile